Bis(2,2,6,6-tetramethyl-1-(phenylthio) piperidin-4-yl) sebacate C(CCCCCCCCC(=O)OC1CC(N(C(C1)(C)C)SC1=CC=CC=C1)(C)C)(=O)OC1CC(N(C(C1)(C)C)SC1=CC=CC=C1)(C)C